C(C)NCCCC=1C(=NC2=CC(=CC=C2C1)C1=NNC=C1)N 3-[3-(ethylamino)propyl]-7-(1H-pyrazol-3-yl)quinolin-2-amine